C(C)(=O)NC1=C(C(=O)NC2CCC(CC2)OC)C=C(C=C1)Br 2-acetamido-5-bromo-N-((1r,4r)-4-methoxycyclohexyl)benzamide